[Mg+2].C1(CC(=CC=C1)C)(C)S(=O)(=O)[O-].C1(CC(=CC=C1)C)(C)S(=O)(=O)[O-] m-xylenesulfonic acid, magnesium salt